FC(C(=O)O)(F)F.ClC=1C=C(C=C(C1)C=1C=NN(C1)C1=CC=C(C=C1)F)CN (3-Chloro-5-(1-(4-fluorophenyl)-1H-pyrazol-4-yl)phenyl)methylamine, trifluoroacetate salt